CC1=C(C2=C(N1C(=O)C3=CC=C(C=C3)Cl)C=CC(=C2)OC)CC(=O)O The molecule is a member of the class of indole-3-acetic acids that is indole-3-acetic acid in which the indole ring is substituted at positions 1, 2 and 5 by p-chlorobenzoyl, methyl, and methoxy groups, respectively. A non-steroidal anti-inflammatory drug, it is used in the treatment of musculoskeletal and joint disorders including osteoarthritis, rheumatoid arthritis, gout, bursitis and tendinitis. It has a role as an EC 1.14.99.1 (prostaglandin-endoperoxide synthase) inhibitor, an analgesic, a gout suppressant, a drug metabolite, a xenobiotic metabolite, a xenobiotic, an environmental contaminant and a non-steroidal anti-inflammatory drug. It is a N-acylindole, a member of monochlorobenzenes, an aromatic ether and a member of indole-3-acetic acids.